Dimethyl-ammonium nitrogen hexafluorophosphate F[P-](F)(F)(F)(F)F.[N].C[NH2+]C